CC=1C=C(CN2N(C=C(C2)C2=CC=CC=C2)C(=O)O)C=CC1 N2-m-methylbenzyl-4-phenylpyrazole-1-carboxylic acid